N-(1-(3-chloro-5-(2-(dimethylamino)ethyl)benzyl)-6-(7-hydroxy-1-methyl-1H-pyrrolo[2,3-c]pyridin-3-yl)-1H-indol-4-yl)ethanesulfonamide ClC=1C=C(CN2C=CC3=C(C=C(C=C23)C2=CN(C3=C(N=CC=C32)O)C)NS(=O)(=O)CC)C=C(C1)CCN(C)C